C[C@H]1CCC(=NC1)C=1C=CC2=C(N=C(S2)C2CCN(CC2)C(C)=O)C1 (S)-1-(4-(5-(5-methyl-3,4,5,6-tetrahydropyridin-2-yl)benzo[d]thiazol-2-yl)piperidin-1-yl)ethanone